racemic-tert-butyl 3-(6-(((benzyloxy)carbonyl)amino)-1-bromo-5,6,7,8-tetrahydronaphthalen-2-yl)-3,8-diazabicyclo[3.2.1]octane-8-carboxylate C(C1=CC=CC=C1)OC(=O)NC1CC=2C=CC(=C(C2CC1)Br)N1CC2CCC(C1)N2C(=O)OC(C)(C)C